COC(=O)C1=NC(=C(N(C1=O)C1=CC=C(C=C1)F)C)C 4-(4-fluorophenyl)-5,6-dimethyl-3-oxo-3,4-dihydropyrazine-2-carboxylic acid methyl ester